1-(4-phenylthiophenyl)-(3-cyclohexyl)-propane-1,2-dione-2-oxime acetate C(C)(=O)O.C1(=CC=CC=C1)SC1=CC=C(C=C1)C(C(CC1CCCCC1)=NO)=O